meta-hydroxycinnamic acid OC=1C=C(C=CC(=O)O)C=CC1